ClC1=C(C(=C(C=C1OC)OC)Cl)C1CCC=2C(=NNC2C1)[C@@H]1[C@@H](COC1)NC(C=C)=O N-((3S,4S)-4-(6-(2,6-dichloro-3,5-dimethoxyphenyl)-4,5,6,7-tetrahydro-1H-indazol-3-yl)tetrahydrofuran-3-yl)acrylamide